6,6-difluoro-7a-hydroxy-3,5-dimethyl-4-((E)-2-(2'-(5-methylthiophen-2-yl)-[3,3'-bipyridin]-6-yl)vinyl)hexahydroisobenzofuran-1(3H)-one FC1(C(C(C2C(OC(C2(C1)O)=O)C)\C=C\C1=CC=C(C=N1)C=1C(=NC=CC1)C=1SC(=CC1)C)C)F